FC(C1C(CC1)C=1C=C(N)C=CC1)F 3-(2-(difluoromethyl)cyclobutyl)aniline